(1R,4R)-tert-Butyl 2,5-diazabicyclo[2.2.1]heptane-2-carboxylate [C@H]12N(C[C@H](NC1)C2)C(=O)OC(C)(C)C